1-isopropyl-6-oxo-1,6-dihydropyridazine-3-carboxylic acid methyl ester COC(=O)C1=NN(C(C=C1)=O)C(C)C